CC(=O)CCC(C)C METHYLISOAMYLKETON